ethyl (E)-7-(3-(4-chlorobenzylidene)-2,5-dioxopyrrolidinyl)heptanoate ClC1=CC=C(\C=C/2\C(N(C(C2)=O)CCCCCCC(=O)OCC)=O)C=C1